C(C)N(C=1C(=C(C(=C(C(=O)O)C1)CCCCCC)C(C1=CC=CC=C1)=O)O)CC.C(C=1C(O)=CC=CC1)(=O)OC(CCCCC)CC Ethylhexyl Salicylate 5-Diethylaminohydroxybenzoyl-hexyl-benzoate